5,6-bis(benzyloxy)-2-methylpyrimidine-4-carboxylic acid C(C1=CC=CC=C1)OC=1C(=NC(=NC1OCC1=CC=CC=C1)C)C(=O)O